ClC=1C=CC(=C(C1)C1=CC(=NC=C1C(=O)NC=1SC(=NN1)OC)C)CO 4-(5-chloro-2-(hydroxymethyl)phenyl)-N-(5-methoxy-1,3,4-thiadiazol-2-yl)-6-methylnicotinamide